2-(dimethylamino)-2-propyl methacrylate C(C(=C)C)(=O)OC(C)(C)N(C)C